Tert-butyl 4-[(4-iodoanilino)methyl]piperidine-1-carboxylate IC1=CC=C(NCC2CCN(CC2)C(=O)OC(C)(C)C)C=C1